NC[C@@H]1N(CCC1)C(=O)C1=NN=C(S1)C=1C(=CC(=NC1)C1=CC=C2N1N=CC(=C2)C#N)NC(C)C (R)-7-(5-(5-(2-(aminomethyl)pyrrolidine-1-carbonyl)-1,3,4-thiadiazol-2-yl)-4-(isopropylamino)pyridin-2-yl)pyrrolo[1,2-b]pyridazine-3-carbonitrile